N-(3-cyano-4-fluoro-1H-indol-7-yl)-1-(1-fluoro-2-hydroxy-1-methyl-ethyl)pyrazole-4-sulfonamide C(#N)C1=CNC2=C(C=CC(=C12)F)NS(=O)(=O)C=1C=NN(C1)C(CO)(C)F